[(2-isopropyl-1,3-dihydroisoindol-5-yl)methyl]-3-(methoxymethyl)pyrazole C(C)(C)N1CC2=CC=C(C=C2C1)CC=1C(=NNC1)COC